2-cyano-2'-fluoro-1,1'-biphenyl C(#N)C1=C(C=CC=C1)C1=C(C=CC=C1)F